L-2-aminomethyl-Pyridine NCC1=NC=CC=C1